C(#N)C1=C2CC(CN(C2=CC=C1)C1=CC=C(C=C1)C(F)(F)F)NC(C=C)=O N-(5-cyano-1-(4-(trifluoromethyl)phenyl)-1,2,3,4-tetrahydroquinolin-3-yl)acrylamide